CS(=O)(=O)OCCCC(=O)OCC1=CC=CC=C1 benzyl 4-[(methanesulfonyl)oxy]butanoate